2-(2-fluorophenyl)-3-methyl-1H-indole-5-carbonitrile FC1=C(C=CC=C1)C=1NC2=CC=C(C=C2C1C)C#N